2'-chloro-N-(5-(4-chloro-3-methylpicolinoyl)-5,6-dihydro-4H-pyrrolo[3,4-d]thiazol-2-yl)-5'-methoxy-6-methyl-[4,4'-bipyridine]-3-carboxamide ClC1=NC=C(C(=C1)C1=C(C=NC(=C1)C)C(=O)NC=1SC2=C(N1)CN(C2)C(C2=NC=CC(=C2C)Cl)=O)OC